1-methyl-1-(4-methylcyclohexyl)ethyl hydroperoxide CC(C)(C1CCC(CC1)C)OO